2-[4-(methylthio)benzoyl]-2-(4-morpholinyl)propane CSC1=CC=C(C(=O)C(C)(C)N2CCOCC2)C=C1